C(C=C)OC(=O)O[C@@H]1[C@H](O[C@H]([C@@H]([C@H]1OC(=O)OCC=C)OC(=O)OCC=C)OC1=C(C=C(C=C1)CO)NC(CCN)=O)C(=O)OCC=C allyl (2S,3S,4S,5R,6S)-3,4,5-tris(((allyloxy)carbonyl)oxy)-6-(2-(3-aminopropanamido)-4-(hydroxymethyl)phenoxy)tetrahydro-2H-pyran-2-carboxylate